6-methyl-2-cyclopropyl-6H-imidazo[1',2':1,6]Pyrido[3,4-b]Indole CN1C=2C(C=3C=CC=CC13)=CC=1N(C2)C=C(N1)C1CC1